C(C)[C@H]1OC2=C([C@@H](N(C1)CC1=CC(=CC=3C=CSC31)[C@@H](CC(=O)O)C3=C(C1=C(N(N=N1)C)C(=C3)O)C)C)N=CC=C2 |o1:19| (3R*)-3-(7-{[(2R,5S)-2-Ethyl-5-methyl-2,3-dihydropyrido[2,3-f][1,4]oxazepin-4(5H)-yl]methyl}-1-benzothiophen-5-yl)-3-(7-hydroxy-1,4-dimethyl-1H-benzotriazol-5-yl)propanoic acid